C1(=C2N(C=N1)CCC2)C(C(NC=2SC=CN2)=O)N2CC1=C(C=C(C=C1C2=O)C=2C=CC(=NC2)N2CC1(C2)CN(C1)CC(=O)O)F 2-[2-[5-[2-[1-(6,7-dihydro-5H-pyrrolo[1,2-c]imidazol-1-yl)-2-oxo-2-(thiazol-2-ylamino)ethyl]-7-fluoro-3-oxo-isoindolin-5-yl]-2-pyridyl]-2,6-diazaspiro[3.3]heptan-6-yl]acetic acid